FC1=C(C(=O)O)C=CC(=C1)NC(=O)C1=CC=C2CCCN(C2=C1)S(=O)(=O)C1=C(C=CC(=C1)C)OC 2-Fluoro-4-{[1-(2-methoxy-5-methyl-benzenesulfonyl)-1,2,3,4-tetrahydro-quinoline-7-carbonyl]-amino}-benzoic acid